4,6-Dichloro-2-[2-(trimethylsilyl)ethynyl]pyrimidine (1-(3-carbamoyl-6-(4-cyano-3-fluorophenyl)pyridin-2-yl)piperidin-4-yl)carbamate C(N)(=O)C=1C(=NC(=CC1)C1=CC(=C(C=C1)C#N)F)N1CCC(CC1)NC(O)=O.ClC1=NC(=NC(=C1)Cl)C#C[Si](C)(C)C